C(=O)C=1C=C(C=CC1)C=1N=CC(=NC1)C1=CC=C(C(=O)O)C=C1 4-(5-(3-formylphenyl)pyrazin-2-yl)benzoic acid